(2R,3R,5R)-5-(4-((4-(3-Chlorophenyl)-2-oxido-1,3,2-dioxaphosphinan-2-yl)amino)-2-oxopyrimidin-1(2H)-yl)-4,4-difluoro-2-((2-methoxyacetoxy)methyl)tetrahydrofuran-3-yl 2-methoxyacetat COCC(=O)O[C@@H]1[C@H](O[C@H](C1(F)F)N1C(N=C(C=C1)NP1(OCCC(O1)C1=CC(=CC=C1)Cl)=O)=O)COC(COC)=O